(2R,4R)-6-chloro-4-hydroxy-N-(3-{4-[2-(trifluoromethoxy)ethoxy]-1H-1,2,3-triazol-1-yl}bicyclo[1.1.1]pentan-1-yl)-3,4-dihydro-2H-1-benzopyran-2-carboxamide ClC=1C=CC2=C([C@@H](C[C@@H](O2)C(=O)NC23CC(C2)(C3)N3N=NC(=C3)OCCOC(F)(F)F)O)C1